FC1=C(N(C=2N=C(N=CC21)NC2=CC=C(C=C2)N2CCN(CC2)C2CCN(CC2)C)C2=CC=CC(=N2)N=S(=O)(C)C)C2CC2 ((6-(5-fluoro-2-((4-(4-(1-methylpiperidin-4-yl)piperazin-1-yl)phenyl)amino)-6-cyclopropyl-7H-pyrrolo[2,3-d]pyrimidin-7-yl)pyridin-2-yl)imino)dimethyl-λ6-sulfanone